FC1(OC=2C(=CC3=C(N(C(=N3)C3=C(C=C(C=N3)OC(C#N)(C)C)S(=O)(=O)CC)C)C2)O1)F 2-[[6-(2,2-difluoro-7-methyl-[1,3]dioxolo[4,5-f]benzimidazol-6-yl)-5-ethylsulfonyl-3-pyridyl]oxy]-2-methyl-propanenitrile